CS[Sn](SC1SCC1)(SC1SCC1)SC1SCC1 methylthio-tris(thietanylthio)tin